C(C)(C)(C)C1=CC=C(C=C1)C(C)C1=CC=2NC3=CC=CC=C3SC2C=C1 2-(1-(4-tert-butylphenyl)ethyl)-10H-phenothiazine